octadecyl-trimethoxy-silane C(CCCCCCCCCCCCCCCCC)[Si](OC)(OC)OC